4-Chloro-7-methoxy-N-(oxetan-3-yl)quinazoline-6-carboxamide ethyl-(E)-3-(6-chloro-5-(2'-hydroxy-[1,1'-biphenyl]-4-yl)-1H-pyrazolo[4,3-b]pyridin-3-yl)acrylate C(C)OC(\C=C\C1=NNC=2C1=NC(=C(C2)Cl)C2=CC=C(C=C2)C2=C(C=CC=C2)O)=O.ClC2=NC=NC1=CC(=C(C=C21)C(=O)NC2COC2)OC